OCCCCOC(C=C)=O 4-hydroxybutylacrylat